(2S,4S)-4-fluoro-1-[2-[(3R)-3-[(6-methoxy-5-quinolyl)amino]pyrrolidin-1-yl]acetyl]pyrrolidine-2-carbonitrile F[C@H]1C[C@H](N(C1)C(CN1C[C@@H](CC1)NC1=C2C=CC=NC2=CC=C1OC)=O)C#N